C1=CC=C(C=C1)C(=O)C=CC2=CC=CC=C2O Hydroxychalcone